2-chloro-4-pyrrolidin-1-yl-pyrido[3,2-d]pyrimidine ClC=1N=C(C2=C(N1)C=CC=N2)N2CCCC2